COC=1C=C(C=NC1)C=1N=NN(C1)C(C)N1C(C=CC=C1)=O 1-(1-(4-(5-methoxypyridin-3-yl)-1H-1,2,3-triazol-1-yl)ethyl)pyridin-2(1H)-one